O1COC2=C1C=CC(=C2)CCN2[C@@H](O[C@H](C2=O)C)C=2C(=NN(C2)C2=CC=C(C=C2)Br)C2=CC=C(C=C2)F (2S,5S)-3-(2-(benzo[d][1,3]dioxolane-5-yl)ethyl)-2-(1-(4-bromophenyl)-3-(4-fluorophenyl)-1H-pyrazol-4-yl)-5-methyloxazolidin-4-one